BrC1=CC=2C(C3=CC(=CC=C3N(C2C=C1)CCCCP(O)(O)=O)Br)(C)C (4-(2,7-dibromo-9,9-dimethylacridine-10(9H)-yl)butyl)phosphonic acid